2-(2-(2,2-difluorovinyl)-3,5-difluorophenyl)-1,3-dioxolane FC(=CC1=C(C=C(C=C1F)F)C1OCCO1)F